tert-butyl (1S,3R)-3-hydroxycyclopentylcarbamate O[C@H]1C[C@H](CC1)NC(OC(C)(C)C)=O